2-chloro-1-(4-(thien-2-ylsulfonyl)piperazin-1-yl)ethan-1-one ClCC(=O)N1CCN(CC1)S(=O)(=O)C=1SC=CC1